ClC=1C=C2C=NN(C2=C(C1)C(=O)NC1CC2(CC(C2)CC(=O)O)C1)CC1=CN=C(O1)C1=CC=CC=C1 2-(6-(5-chloro-1-((2-phenyloxazole-5-yl)methyl)-1H-indazole-7-carboxamido)spiro[3.3]hept-2-yl)acetic acid